OC1=C(C=CC=C1OCCCCCC)C1=NC(=NC(=N1)C1=C(C(=CC=C1)OCCCCCC)O)C1=C(C=C(C=C1)C)C 2,4-bis(2-hydroxy-3-hexyloxyphenyl)-6-(2,4-dimethylphenyl)-1,3,5-triazine